CN(C)CC(CNC(=O)C1=CC2=C(S1)CCCCCC2)(CC)CC N-{2-[(dimethylamino)methyl]-2-ethylbutyl}-4H,5H,6H,7H,8H,9H-cycloocta[b]thiophene-2-carboxamide